5-(2,8-dimethylimidazo[1,2-b]pyridazin-6-yl)-2-{3-[(3R,5S)-3,4,5-trimethylpiperazin-1-yl]-1,2,4-triazin-6-yl}phenol dihydrochloride Cl.Cl.CC=1N=C2N(N=C(C=C2C)C=2C=CC(=C(C2)O)C2=CN=C(N=N2)N2C[C@H](N([C@H](C2)C)C)C)C1